C1NCC12CC(C2)C=2SC1=C(N2)C=C(C=C1)Br 2-(2-azaspiro[3.3]heptan-6-yl)-5-bromo-1,3-benzothiazole